hydroxyaluminum O[Al]